4-vinylcyclohexene C(=C)C1CC=CCC1